ClC1=C(NC(=C1Cl)C)C(=O)NC1=C(C=C(C=C1)C=1OC(NN1)=O)N1CC(OC(C1)C)C 3,4-dichloro-N-(2-(2,6-dimethyl-morpholino)-4-(5-oxo-4,5-dihydro-1,3,4-oxadiazol-2-yl)phenyl)-5-methyl-1H-pyrrole-2-carboxamide